2-chloro-N-(3-methyltetrahydrofuran-3-yl)-5,6,7,8-tetrahydropyrido[3,2-d]Pyrimidine-4-amine ClC=1N=C(C2=C(N1)CCCN2)NC2(COCC2)C